C(C)(C)(C)C=1C=C(C=C(C1)C(C)(C)C)C1=CC(=CC=C1)NC=1C=C(C=C(C1)C1=CC=CC=C1)C1=CC=CC=C1 N-(3',5'-di-tert-butyl-[1,1'-biphenyl]-3-yl)-[1,1':3',1''-terphenyl]-5'-amine